C(C)N(C(OC(C)(C)C)=O)CC1=CC=C(C=C1)I tert-Butyl ethyl(4-iodobenzyl)carbamate